P(=O)([O-])([O-])[O-].[Co+3] cobalt phosphate